NC1=CC=C(C=N1)N1C(NCCC1)=O 1-(6-amino-3-pyridyl)hexahydropyrimidin-2-one